(1R)-9-bromo-N-(4-(chlorodifluoromethoxy)phenyl)-4-fluoro-1-methyl-1,2,3,4-tetrahydrobenzo[4,5]imidazo[1,2-a]pyridine-7-carboxamide BrC1=CC(=CC=2N=C3N([C@@H](CCC3F)C)C21)C(=O)NC2=CC=C(C=C2)OC(F)(F)Cl